C(=O)(OC(C)(C)C)NCCCCCBr N-Boc-5-bromo-1-pentylamine